4-fluoro-2-(1-((3-(4-(hydroxymethyl)pyridin-2-yl)imidazo[1,2-b]pyridazin-6-yl)amino)cyclopropyl)phenol FC1=CC(=C(C=C1)O)C1(CC1)NC=1C=CC=2N(N1)C(=CN2)C2=NC=CC(=C2)CO